[Cl-].NCCCN1C=[N+](C=C1)C 1-(3-aminopropyl)-3-methyl-imidazolium chloride